OC(CN(CCN(CCN1CCC(CC1)CCN(CC(CCCCCCCCCC)O)CC(CCCCCCCCCC)O)CC(CCCCCCCCCC)O)CC(CCCCCCCCCC)O)CCCCCCCCCC 1,1'-((2-(1-(2-((2-(Bis(2-hydroxydodecyl)amino)ethyl)(2-hydroxydodecyl)amino)ethyl)piperidin-4-yl)ethyl)azandiyl)bis(dodecan-2-ol)